NC1CN(CC1)C1CC(N(C1)C1=CC=C(C=C1)S(=O)(=O)N1CCN(CC1)C1=NC(=CC(=C1)C(F)(F)F)Cl)=O 4-(3-Aminopyrrolidin-1-yl)-1-[4-[4-[6-chloro-4-(trifluoromethyl)-2-pyridinyl]piperazin-1-yl]sulfonylphenyl]pyrrolidin-2-one